(R)-2-(3-(6-amino-8-oxo-7-(4-phenoxyphenyl)-7H-purin-9(8H)-yl)piperidine-1-carbonyl)-3-(4-methyl-1-(oxetan-3-yl)piperidin-4-yl)acrylonitrile NC1=C2N(C(N(C2=NC=N1)[C@H]1CN(CCC1)C(=O)C(C#N)=CC1(CCN(CC1)C1COC1)C)=O)C1=CC=C(C=C1)OC1=CC=CC=C1